O1CC[C@@H](C2=CC=CC=C12)C(=O)N[C@H](C(=O)O)CCCCCCCC1=NC=2NCCCC2C=C1 (S)-2-((S)-chromane-4-carboxamido)-9-(5,6,7,8-tetrahydro-1,8-naphthyridin-2-yl)nonanoic acid